ClCC=1C=C(C=CC1)NC(C1=CC=C(C=C1)Cl)=O N-(3-(chloromethyl)phenyl)-4-chlorobenzamide